CN1C(C(=CC(=C1)B1OC(C(O1)(C)C)(C)C)NC1=NC=C(C=C1)N1[C@@H](CN(CC1)C1COC1)C)=O (R)-1-Methyl-3-(5-(2-methyl-4-(oxetan-3-yl)piperazin-1-yl)pyridin-2-ylamino)-5-(4,4,5,5-tetramethyl-1,3,2-dioxaborolan-2-yl)pyridin-2(1H)-one